C(C)(C)(C)OC(=O)N1CCC2(CC1)OCC(C1=C2C=CS1)(C)C 7,7-Dimethylspiro[6H-thieno[3,2-C]pyran-4,4'-piperidine]-1'-carboxylic acid tert-butyl ester